OC1=C(C(=C(C(=C1C#N)F)C#N)F)C#N 4-hydroxy-2,6-difluoro-1,3,5-benzenetrinitrile